rac-N-[(5R,6S,8R)-8-fluoro-1-methyl-4-oxo-5-[(2-phenyl-1,3-thiazol-4-yl)methyl]-3-(propan-2-yl)-1,4,5,6,7,8-hexahydrocinnolin-6-yl]methanesulfonamide F[C@@H]1C[C@@H]([C@@H](C=2C(C(=NN(C12)C)C(C)C)=O)CC=1N=C(SC1)C1=CC=CC=C1)NS(=O)(=O)C |r|